(S)-N-((R)-2-hydroxypropyl)-4-((8-methoxy-1,7-naphthyridin-4-yl)oxy)benzenesulfonimidamide O[C@@H](CN[S@@](=O)(=N)C1=CC=C(C=C1)OC1=CC=NC2=C(N=CC=C12)OC)C